FC1=CC=C2C(C(NC2=C1)=O)(C1=CC2=C(OCO2)C=C1OC[C@@H](CC=C)O)C1=CC2=C(OCO2)C=C1OC[C@@H](CC=C)O 6-fluoro-3,3-bis(6-(((R)-2-hydroxypent-4-en-1-yl)oxy)benzo[d][1,3]dioxol-5-yl)indolin-2-one